rac-N-(4-([1,2,4]triazolo[1,5-a]pyridin-7-yloxy)-2-fluoro-3-methylphenyl)-6-(3-cyclopropylpiperazin-1-yl)pyrido[3,2-d]pyrimidin-4-amine N=1C=NN2C1C=C(C=C2)OC2=C(C(=C(C=C2)NC=2C1=C(N=CN2)C=CC(=N1)N1C[C@H](NCC1)C1CC1)F)C |r|